NC1=NC(=C(C=2N1C(N(N2)CC2=NC=C(C=C2)F)=O)C2=CC(=[N+](C(=C2)C)[O-])C)C2=CC=CC=C2 5-amino-8-(2,6-dimethyl-1-oxidopyridin-1-ium-4-yl)-2-[(5-fluoro-2-pyridinyl)methyl]-7-phenyl-[1,2,4]triazolo[4,3-c]pyrimidin-3-one